(S)-1-amino-22-carboxy-2,11,20,28-tetraoxo-6,9,15,18-tetraoxa-3,12,21,27-tetraazanonatetracontan-49-oic acid NCC(NCCOCCOCC(NCCOCCOCC(N[C@@H](CCCCNC(CCCCCCCCCCCCCCCCCCCCC(=O)O)=O)C(=O)O)=O)=O)=O